di-tert-butyl 7,10-bis(2-(allyloxy)-2-oxoethyl)-1,4,7,10-tetraazacyclododecane-1,4-dicarboxylate C(C=C)OC(CN1CCN(CCN(CCN(CC1)CC(OCC=C)=O)C(=O)OC(C)(C)C)C(=O)OC(C)(C)C)=O